C(C)(C)C1=C(NC2=C1N=C(S2)C2CCC(CC2)NC21CC(C2)C1)C=1C=C(C=2N(C1)N=CN2)OC N-(4-(6-isopropyl-5-(8-methoxy-[1,2,4]triazolo[1,5-a]pyridin-6-yl)-4H-pyrrolo[3,2-d]thiazol-2-yl)cyclohexyl)bicyclo[1.1.1]pentan-1-amine